C(C1=CC=CC=C1)OC1=NN(C(=C1)B1OC(C(O1)(C)C)(C)C)C1=C(C=CC=C1)F 3-(benzyloxy)-1-(2-fluorophenyl)-5-(4,4,5,5-tetramethyl-1,3,2-dioxaborolan-2-yl)-1H-pyrazole